3-methyl-1-(3-(4,4,5,5-tetramethyl-1,3,2-dioxaborolan-2-yl)phenyl)-1H-pyrazole CC1=NN(C=C1)C1=CC(=CC=C1)B1OC(C(O1)(C)C)(C)C